1-methyl-N-((3-methyl-2-(pyridin-2-yl)-1H-indol-5-yl)methyl)-1H-pyrazole-5-carboxamide CN1N=CC=C1C(=O)NCC=1C=C2C(=C(NC2=CC1)C1=NC=CC=C1)C